benzoxazol O1C=NC2=C1C=CC=C2